5-(2,4-Dinitrophenyl)-10,15,20-triphenyl-porphyrin [N+](=O)([O-])C1=C(C=CC(=C1)[N+](=O)[O-])C=1C2=CC=C(N2)C(=C2C=CC(C(=C3C=CC(=C(C=4C=CC1N4)C4=CC=CC=C4)N3)C3=CC=CC=C3)=N2)C2=CC=CC=C2